N1C(=NC=2C1=NC=CN2)NC=2C=C(C(=O)NO)C=CC2 3-((1H-imidazo[4,5-b]pyrazin-2-yl)amino)-N-hydroxybenzamide